CNC(=O)C1=CC=C(C=C1)C=1N=C2SC3=C(N2C1)C=CC(=C3)C(=O)NC3(CCC3)CNC(OC(C)(C)C)=O Tert-butyl ((1-(2-(4-(methylcarbamoyl)phenyl)benzo[d]imidazo[2,1-b]thiazole-7-carboxamido)cyclobutyl)methyl)carbamate